C(C1=CC=CC=C1)OC1=NC(=CC=C1C1=CC(=C(C(=C1)F)Br)F)OCC1=CC=CC=C1 2,6-Bis(benzyloxy)-3-(4-bromo-3,5-difluorophenyl)pyridine